(±)-tert-butyl 3-(4,4,5,5-tetramethyl-1,3,2-dioxaborolan-2-yl)-2,5-dihydro-1H-pyrrole-1-carboxylate CC1(OB(OC1(C)C)C=1CN(CC1)C(=O)OC(C)(C)C)C